chlorobenzopyrimidine ClC1=NC2=C(C=N1)C=CC=C2